ClC=1C(=NC(=C(C1)B1OC(C(O1)(C)C)(C)C)F)N 3-chloro-6-fluoro-5-(4,4,5,5-tetramethyl-1,3,2-dioxaborolan-2-yl)pyridin-2-amine